ClC1=CC2=C(C=N1)/C(/C(N2)=O)=C/C2=C(C(=CC=C2)Cl)F (Z)-6-chloro-3-(3-chloro-2-fluorobenzylidene)-1,3-dihydro-2H-pyrrolo[3,2-c]pyridin-2-one